2-(4-((2-cyclopentyloxy)methyl)phenyl)propionic acid C1C(CCC1)OCC1=CC=C(C=C1)C(C(=O)O)C